1-cyano-N-((1s,3s)-3-((4-methoxy-5-(pyrazolo[1,5-a]pyridin-5-yl)pyrrolo[2,1-f][1,2,4]triazin-2-yl)amino)-1-methylcyclobutyl)cyclopropane-1-carboxamide C(#N)C1(CC1)C(=O)NC1(CC(C1)NC1=NN2C(C(=N1)OC)=C(C=C2)C2=CC=1N(C=C2)N=CC1)C